(Z)-4-((4-((6-chloro-7-fluoro-1H-indol-3-yl)methylene)-2,5-dioxoimidazolidin-1-yl)methyl)-2,5-difluorobenzonitrile ClC1=CC=C2C(=CNC2=C1F)\C=C\1/NC(N(C1=O)CC1=CC(=C(C#N)C=C1F)F)=O